C(#N)C=1C(=C(C=CC1)C1=NN2C(N=C(C=C2)C(=O)N[C@@H](C(C)(C)O)C)=C1C1=CC(=NC(=C1)C)C)C (3-Cyano-2-methyl-phenyl)-3-(2,6-dimethyl-4-pyridyl)-N-[(1R)-2-hydroxy-1,2-dimethyl-propyl]pyrazolo[1,5-a]pyrimidine-5-carboxamide